(2-Fluorophenyl)(5-{[2-(6-isopropylpyridin-3-yl)imidazo[1,2-a]pyridin-3-yl]methyl}-2,5-diaza-bicyclo[2.2.2]oct-2-yl)methanone FC1=C(C=CC=C1)C(=O)N1C2CN(C(C1)CC2)CC2=C(N=C1N2C=CC=C1)C=1C=NC(=CC1)C(C)C